lithium 5-(2-amino-[1,2,4]triazolo[1,5-a]pyridin-7-yl)-6-methoxynicotinate NC1=NN2C(C=C(C=C2)C=2C(=NC=C(C(=O)[O-])C2)OC)=N1.[Li+]